tert-butyl N-(2-{[(tert-butoxy)carbonyl]({2-[(4-{[6-(5-chloro-2-fluorophenyl)-3-methylpyridazin-4-yl] amino} pyridin-2-yl)carbamoyl]ethyl})amino}ethyl)-N-methylcarbamate C(C)(C)(C)OC(=O)N(CCN(C(OC(C)(C)C)=O)C)CCC(NC1=NC=CC(=C1)NC1=C(N=NC(=C1)C1=C(C=CC(=C1)Cl)F)C)=O